3-mercapto-3-methyl-hexan-1-ol SC(CCO)(CCC)C